CN(C)CC1=CC=C(C=C1)C1=CC=C(C=C1)NC(=O)C1C(C1)C1=NC=CC=C1 N-(4'-((dimethylamino)methyl)-[1,1'-biphenyl]-4-yl)-2-(pyridin-2-yl)cyclopropane-1-carboxamide